(1-((4-(Aminomethyl)pyridin-2-yl)sulfonyl)-5-morpholinopiperidin-3-yl)(1,1-dioxidothiomorpholino)methanone NCC1=CC(=NC=C1)S(=O)(=O)N1CC(CC(C1)N1CCOCC1)C(=O)N1CCS(CC1)(=O)=O